Cl.Cl.N[C@H](C(=O)OCC1=CC(=NC(=C1)Cl)Cl)CCN1CC(CCC1)(F)F (2,6-dichloropyridin-4-yl)methyl (S)-2-amino-4-(3,3-difluoropiperidin-1-yl)butanoate dihydrochloride